O=C1N(C=CC(=C1)C(=O)OC)CC1=CC=C(C=C1)C1=NOC(=N1)C(F)(F)F methyl 1,2-dihydro-2-oxo-1-[[4-[5-(trifluoromethyl)-1,2,4-oxadiazol-3-yl]phenyl]methyl]-4-pyridinecarboxylate